C(C)(C)(C)OC(=O)N1CCC2(CN(C2)C2=NC=NC=C2OC2=C(C=C(C=C2)F)C(N(C(C)C)CC(F)F)=O)CC1.O1COC2=C1C=CC(=C2)C=2C=C1CNCC1=CC2 5-(benzo[d][1,3]dioxol-5-yl)isoindoline tert-Butyl-2-(5-(2-((2,2-difluoroethyl)(isopropyl)carbamoyl)-4-fluorophenoxy)pyrimidin-4-yl)-2,7-diazaspiro[3.5]nonane-7-carboxylate